C(C)[C@H]1[C@H](CN(C1)C(NCC(F)(F)F)=O)C1=CN=C2N1C1=C(N=C2)N(C=C1)C([C@H](C1=CC=CC=C1)NC(OC(C)(C)C)=O)=O tert-butyl ((S)-2-(8-((3R,4S)-4-ethyl-1-((2,2,2-trifluoroethyl)carbamoyl)pyrrolidin-3-yl)-3H-imidazo[1,2-a]pyrrolo[2,3-e]pyrazin-3-yl)-2-oxo-1-phenylethyl)carbamate